FC1=CC(=C(C(=C1)C(C)C)NC(=O)N=[S@](=O)(N)C1=CC(=CC=C1)C(C)(C)O)C(C)C (R)-N'-(4-fluoro-2,6-diisopropylphenyl-carbamoyl)-3-(2-hydroxypropan-2-yl)benzenesulfonimidamide